(S)-N-(6-((1R,5S)-1-(2,5-difluorophenyl)-2-azabicyclo[3.1.0]hexan-2-yl)imidazo[1,2-b]pyridazin-3-yl)-3-hydroxypyrrolidine-1-carboxamide FC1=C(C=C(C=C1)F)[C@@]12N(CC[C@H]2C1)C=1C=CC=2N(N1)C(=CN2)NC(=O)N2C[C@H](CC2)O